N(=C=S)C=1C=C(C(=NC1)C(=O)O)C(F)(F)F 5-isothiocyanato-3-(trifluoromethyl)picolinic acid